2-(4-fluorostyryl)oxazole FC1=CC=C(C=CC=2OC=CN2)C=C1